C(C)N(C(=O)C1=C(OC2=C(N=CN=N2)N2C[C@@H](CC2)CN2CCC3(CC2)CCC(CC3)NC(=O)C3=NC=CC=C3)C=CC(=C1)F)C(C)C (S)-N-(3-((1-(6-(2-(ethyl(isopropyl)carbamoyl)-4-fluorophenoxy)-1,2,4-triazin-5-yl)pyrrolidin-3-yl)methyl)-3-azaspiro[5.5]undecane-9-yl)pyridine-2-carboxamide